C(C)OC(=O)C=1N=C(SC1CCCOC)N(C)C=1N=NC(=C(C1)C)NC=1SC2=C(N1)C=CC=C2 ({6-[(1,3-benzothiazol-2-yl)amino]-5-methylpyridazin-3-yl}(methyl)amino)-5-(3-methoxypropyl)-1,3-thiazole-4-carboxylic acid ethyl ester